2,3-bis[(3-ethyloxetane-3-yl)methoxymethyl]norbornan C(C)C1(COC1)COCC1C2CCC(C1COCC1(COC1)CC)C2